ClC1=CC=C(C=C1)N1N=C2C(=N1)C=CC(=C2)NC(=O)C2OCCOC2 N-[2-(4-chlorophenyl)benzotriazol-5-yl]-1,4-dioxane-2-carboxamide